C(C)OC(C(=CN(C)C)C(=O)C1=C(C(=NC=C1)Cl)F)=O (2-chloro-3-fluoro-pyridine-4-carbonyl)-3-(dimethylamino)-prop-2-enoic acid ethyl ester